C(CCCCCCCCCCCCC=CCCCC)C=1C=C(C=C(O)C1)O 5-(14-Nonadecenyl)resorcinol